BrC=1C=C(C#N)C=C(C1CCC=O)Cl 3-bromo-5-chloro-4-(3-oxopropyl)benzonitrile